C1=CC=C(C=C1)/C=C/C(=O)N phenylacrylamide